methacryl-dipropoxysilane C(=O)(C(=C)C)[SiH](OCCC)OCCC